COC1=NC=CC2=C1NC(=N2)NC(=S)NNC(=O)C2CCC(CC2)OC N-(4-methoxy-3H-imidazo[4,5-c]pyridin-2-yl)-2-((1s,4s)-4-methoxycyclohexanecarbonyl)hydrazinecarbothioamide